ON=CC=1N(C2=C(C=C(C=C2C1)C)S(=O)(=O)N(CC(=O)[O-])C)S(=O)(=O)C1=CC=C(C)C=C1 N-((2-((hydroxyimino)methyl)-5-methyl-1-tosyl-1H-indol-7-yl)sulfonyl)-N-methylglycinate